3-cyclopropyl-4-(3-methyl-4-methylsulfonylphenyl)-5-(trifluoromethyl)-1H-pyrazolo[3,4-c]pyridine C1(CC1)C1=NNC2=CN=C(C(=C21)C2=CC(=C(C=C2)S(=O)(=O)C)C)C(F)(F)F